(R)-N-(5-(5-ethylisoxazol-3-yl)-2,3-dihydro-1H-inden-1-yl)-1-methyl-1H-pyrazole-4-carboxamide C(C)C1=CC(=NO1)C=1C=C2CC[C@H](C2=CC1)NC(=O)C=1C=NN(C1)C